N1(CCC2=CC=CC=C12)CCNC(CN1N=C(C=CC1=O)C1=CC=CC=C1)=O N-(2-(indolin-1-yl)ethyl)-2-(6-oxo-3-phenylpyridazin-1(6H)-yl)acetamide